(S)-1-((S)-1-(2-((S)-amino(cycloheptyl)methyl)imidazo[1,2-b]pyridazin-7-yl)-2-methoxyethyl)-4-(trifluoromethyl)imidazolin-2-one N[C@H](C=1N=C2N(N=CC(=C2)[C@@H](COC)N2C(N[C@@H](C2)C(F)(F)F)=O)C1)C1CCCCCC1